OC=1C=C(C=CC1O)CC=O 3,4-dihydroxyphenyl-acetaldehyde